OC1=CC(NC=2N1N=C(C2)[C@H]2N(CCCC2)C(=O)OC(C)(C)C)=O tert-butyl (2S)-2-(7-hydroxy-5-oxo-4,5-dihydropyrazolo[1,5-a]pyrimidin-2-yl)piperidine-1-carboxylate